N-(2-cyanoethyl)-2-(5-(3,5-dichlorophenyl)-5-(trifluoromethyl)-4,5-dihydroisoxazol-3-yl)-N-methyl-2,3-dihydro-1H-pyrrolo[3,4-c]pyridine-6-carboxamide C(#N)CCN(C(=O)C1=CC2=C(C=N1)CN(C2)C2=NOC(C2)(C(F)(F)F)C2=CC(=CC(=C2)Cl)Cl)C